Methyl 3-chloro-5-fluoro-6-phenylpicolinate ClC=1C(=NC(=C(C1)F)C1=CC=CC=C1)C(=O)OC